(4R)-4-[3-[3-[4-[3-(Methyl-sulfonylmethyl)azetidin-1-yl]phenyl]azetidin-1-yl]-3-oxo-propyl]oxazolidin-2-one CS(=O)(=O)CC1CN(C1)C1=CC=C(C=C1)C1CN(C1)C(CC[C@H]1NC(OC1)=O)=O